C(C)S(C(S)=S)CC1=CC=CO1 S-furfuryl-trithiocarbonic acid ethyl ester